3-fluoro-7-((3-(2-hydroxybutyl)-1-methyl-2-oxo-2,3-dihydro-1H-benzo[d]imidazol-5-yl)amino)pyrazolo[1,5-a]pyrimidine-5-carboxylic acid ethyl ester C(C)OC(=O)C1=NC=2N(C(=C1)NC1=CC3=C(N(C(N3CC(CC)O)=O)C)C=C1)N=CC2F